COC1=NC=C(C=2N1N=C(N2)N)OC 5,8-dimethoxy-(1,2,4)triazolo-(1,5-c)pyrimidine-2-amine